CN1N=CC(=C1)C1=CC=C2C(=N1)C(=CS2)C2=CN=CS2 5-(1-methyl-1H-pyrazol-4-yl)-3-(thiazol-5-yl)thieno[3,2-b]pyridine